C(C)N1N=C(C(=C1CC)O)CCC 1,5-diethyl-4-hydroxy-3-n-propylpyrazole